3-[7-fluoro-1-methyl-6-[1-(4-piperidylmethyl)-4-piperidyl]indazol-3-yl]piperidine-2,6-dione FC=1C(=CC=C2C(=NN(C12)C)C1C(NC(CC1)=O)=O)C1CCN(CC1)CC1CCNCC1